tert-butyl (3aR,7aR)-octahydropyrrolo[3,2-b]pyridine-1-carboxylate N1(CC[C@H]2NCCC[C@H]21)C(=O)OC(C)(C)C